3-chloro-2-methyl-1-oxido-pyridin-1-ium ClC=1C(=[N+](C=CC1)[O-])C